N1(C=NC=C1)C1=CC=C(C(=N1)C(=O)NC=1C=NC=CC1)C 6-(1H-imidazol-1-yl)-3-methyl-N-(pyridin-3-yl)picolinamide